4-amino-2-[7-fluoro-1-oxo-2-[(4S)-4-[[6-oxo-5-(trifluoromethyl)-1H-pyridazin-4-yl]amino]hexyl]-6-isoquinolinyl]pyrimidine-5-carbonitrile NC1=NC(=NC=C1C#N)C=1C=C2C=CN(C(C2=CC1F)=O)CCC[C@H](CC)NC=1C=NNC(C1C(F)(F)F)=O